C(CCCCC)C(COC(CCC(=O)NCCSSCC[NH3+])=O)CCCCCCCC 2-[2-[[4-(2-hexyldecoxy)-4-oxo-butanoyl]amino]ethyldisulfanyl]ethylammonium